5-hydroxy-N-(4-(2-hydroxyethyl)phenyl)-1-(pyridin-2-yl)-1H-pyrazole-3-carboxamide OC1=CC(=NN1C1=NC=CC=C1)C(=O)NC1=CC=C(C=C1)CCO